((3R,4S)-4-Hydroxy-3-methylpiperidin-1-yl)(2-(2,4,5-trifluoro-3-hydroxyphenyl)thiazol-5-yl)methanone O[C@@H]1[C@@H](CN(CC1)C(=O)C1=CN=C(S1)C1=C(C(=C(C(=C1)F)F)O)F)C